(E)-1-ethyl-4-(2-tosylvinyl)-1,4-dihydro-5h-tetrazol-5-one C(C)N1N=NN(C1=O)\C=C\S(=O)(=O)C1=CC=C(C)C=C1